4-(3,3-difluorocyclobutyl)-6,7-dimethyl-2-((2S)-2-(1-methyl-1H-pyrazol-4-yl)-4-morpholinyl)pteridine FC1(CC(C1)C1=NC(=NC2=NC(=C(N=C12)C)C)N1C[C@@H](OCC1)C=1C=NN(C1)C)F